methyl-(1,2-dimethyl-5-trifluoromethyl-1H-indol-3-yl) propionate C(CC)(=O)OC1=C(N(C2=CC=C(C(=C12)C)C(F)(F)F)C)C